vinylmethoxybenzene C(=C)COC1=CC=CC=C1